N-(3-(4,4-dimethyl-1-oxo-1,2,3,4-tetrahydroisoquinolin-6-yl)-1H-pyrrolo[2,3-b]pyridin-6-yl)-1-methylpiperidine-4-carboxamide CC1(CNC(C2=CC=C(C=C12)C1=CNC2=NC(=CC=C21)NC(=O)C2CCN(CC2)C)=O)C